2-{6-Cyclopropyl-4-[4-fluoro-2-(4-methyl-1,2,4-triazol-3-yl)phenyl]pyridin-2-yl}-6-({[(1-hydroxycyclobutyl)methyl]amino}methyl)-4-(trifluoromethyl)-3H-isoindol-1-one C1(CC1)C1=CC(=CC(=N1)N1C(C2=CC(=CC(=C2C1)C(F)(F)F)CNCC1(CCC1)O)=O)C1=C(C=C(C=C1)F)C1=NN=CN1C